NC(C)C=1C=CC=C2C(N(C(=NC12)N1CCC2(COC2)C1)C)=O 8-(1-aminoethyl)-3-methyl-2-(2-oxa-7-azaspiro[3.4]octan-7-yl)quinazolin-4-one